3-(4-(2,4-difluorobenzyloxy)-3-chloro-6-methyl-2-oxopyridin-1(2H)-yl)-4-methylbenzamide FC1=C(COC2=C(C(N(C(=C2)C)C=2C=C(C(=O)N)C=CC2C)=O)Cl)C=CC(=C1)F